(1S,2R,3S)-N-(7-chloro-6-((S)-1-cyanopropan-2-yl)isoquinolin-3-yl)-2-ethyl-3-(1-methyl-1H-pyrazol-4-yl)cyclopropane-1-carboxamide ClC1=C(C=C2C=C(N=CC2=C1)NC(=O)[C@H]1[C@@H]([C@@H]1C=1C=NN(C1)C)CC)[C@H](CC#N)C